3,5-dibromo-3'-trifluoromethylsalicylanilide BrC1=C(C(C(=O)NC2=CC(=CC=C2)C(F)(F)F)=CC(=C1)Br)O